1-(β-hydroxyethyl)-3-methyl-5-nitroimidazole OCCN1CN(C=C1[N+](=O)[O-])C